Methacrylic acid methyl-methacrylate COC(C(=C)C)=O.C(C(=C)C)(=O)O